4-(2,3-epoxypropoxy)benzophenone C(C1CO1)OC1=CC=C(C(=O)C2=CC=CC=C2)C=C1